Cyclooctyl bromide C1(CCCCCCC1)Br